FC1=CC=C(COC2=CC=C(C=C2)C2C(C2)NC2CCN(CC2)C2N(C=CC=N2)O)C=C1 2-(4-((2-(4-((4-Fluorobenzyl)oxy)phenyl)cyclopropyl)amino)piperidin-1-yl)-N-hydroxypyrimidine